N-(4-(4-ethyl-4H-1,2,4-triazol-3-yl)-2-methoxyphenyl)-6-methyl-8-(1-oxa-6-azaspiro[3.3]heptan-6-yl)pyrido[3,4-d]pyrimidin-2-amine C(C)N1C(=NN=C1)C1=CC(=C(C=C1)NC=1N=CC2=C(N1)C(=NC(=C2)C)N2CC1(CCO1)C2)OC